C1=CC(=CC=2C34CC=CC=C3C(=CC12)NCC4)O 9,4b-(epiminoethano)phenanthren-3-ol